(R)-N-(1-(3,5-bis(1-methyl-1H-pyrazol-3-yl)phenyl)ethyl)-5-(2-(dimethylamino)ethoxy)-2-methylbenzamide CN1N=C(C=C1)C=1C=C(C=C(C1)C1=NN(C=C1)C)[C@@H](C)NC(C1=C(C=CC(=C1)OCCN(C)C)C)=O